N-{4-(2,4-difluorophenoxy)-3-[2-(hydroxymethyl)-6-methyl-7-oxo-6,7-dihydro-1H-pyrrolo[2,3-c]pyridin-4-yl]phenyl}ethanesulfonamide FC1=C(OC2=C(C=C(C=C2)NS(=O)(=O)CC)C=2C3=C(C(N(C2)C)=O)NC(=C3)CO)C=CC(=C1)F